methyl 1-cyano-4-hydroxy-7-phenoxy-isoquinoline-3-carboxylate C(#N)C1=NC(=C(C2=CC=C(C=C12)OC1=CC=CC=C1)O)C(=O)OC